C(CCC)[S@](=O)OC(C)C (R)-isopropyl n-butylsulfinate